C(#N)C=1C=C2C(=NN(C2=CC1)CC=1C=NC(=CC1)C(F)(F)F)NC(=O)C1=COC=C1 N-(5-cyano-1-((6-(trifluoromethyl)pyridin-3-yl)methyl)-1H-indazol-3-yl)furan-3-carboxamide